The molecule is a dTDP-4-amino-4,6-dideoxy-D-glucose(1-) in which the anomeric centre of the pyranose fragment has alpha-configuration. It is a conjugate base of a dTDP-4-amino-4,6-dideoxy-alpha-D-glucose. C[C@@H]1[C@H]([C@@H]([C@H]([C@H](O1)OP(=O)([O-])OP(=O)([O-])OC[C@@H]2[C@H](C[C@@H](O2)N3C=C(C(=O)NC3=O)C)O)O)O)[NH3+]